ethyl 7-chloro-5-phenylpyrazolo[1,5-a]pyrimidine-2-carboxylate ClC1=CC(=NC=2N1N=C(C2)C(=O)OCC)C2=CC=CC=C2